N'-((3-(Methoxymethyl)-1,2,3,5,6,7-hexahydro-s-indacen-4-yl)carbamoyl)-N-trityl-2,3-dihydropyrazolo[5,1-b]oxazole-7-sulfonimidamide COCC1CCC2=CC=3CCCC3C(=C12)NC(=O)N=S(=O)(NC(C1=CC=CC=C1)(C1=CC=CC=C1)C1=CC=CC=C1)C=1C=NN2C1OCC2